indium-Tin-Zinc-Oxide [O-2].[Zn+2].[Sn+4].[In+3]